2-(3-Aminopropyl)aminoethylphosphorothioat NCCCNCCOP([O-])([O-])=S